COC=1C=C(C=CC1[N+](=O)[O-])NC(CC(C)=O)=O N-(3-methoxy-4-nitrophenyl)-3-oxobutanamide